4-[18F]-fluorobenzaldehyde [18F]C1=CC=C(C=O)C=C1